CN([C@@](C)(C(=O)O)C1=CC=CC2=CC=CC=C12)C N-methyl-N-methyl-naphthylalanine